C1(CC1)C(=O)C1=CC(=C(COC2=CC=CC(=N2)C2CCN(CC2)CC2=NC3=C(N2CC2(CC2)CF)C=C(C=C3)C(=O)OC)C=C1)F methyl 2-((4-(6-((4-(cyclopropanecarbonyl)-2-fluorobenzyl) oxy) pyridin-2-yl) piperidin-1-yl) methyl)-1-((1-(fluoromethyl) cyclopropyl) methyl)-1H-benzo[d]imidazole-6-carboxylate